N-(5-chloro-2-methoxybenzyl)-N-(4-(N-(prop-2-yn-1-yl)sulfamoyl)phenethyl)acryl-amide ClC=1C=CC(=C(CN(C(C=C)=O)CCC2=CC=C(C=C2)S(NCC#C)(=O)=O)C1)OC